(R)-3,4-bisChloro-1-(3,3-dimethylpyrrolidin-1-yl)-12-oxo-6a,7,9,10-tetrahydro-6H-pyrazino[2,1-c]Pyrido[3,4-f][1,4]Oxazepin-8(12H)-carboxylic acid tert-butyl ester C(C)(C)(C)OC(=O)N1C[C@@H]2COC3=C(C(N2CC1)=O)C(=NC(=C3Cl)Cl)N3CC(CC3)(C)C